C(CC)C1[C-](C2=CC=C(C=C(C2C1)C)C)C propyl-1,4,6-trimethyl-dihydroazulenide